N1C(NCCC1)=O 1,3-diazacyclohexane-2-one